N1=C2C(C=C1)=COC2=O 6H-furo[3,4-b]pyrrol-6-one